N-(3',5'-di-tert-butylbiphenyl-4-yl)-N-(4-cyclohexyl-biphenyl-2-yl)-9,9-dimethyl-9H-fluoren-2-amine C(C)(C)(C)C=1C=C(C=C(C1)C(C)(C)C)C1=CC=C(C=C1)N(C1=CC=2C(C3=CC=CC=C3C2C=C1)(C)C)C1=C(C=CC(=C1)C1CCCCC1)C1=CC=CC=C1